CON=C(CC)C1=NC(=NC=C1)NS(=O)(=O)C1CC1 N-(4-(1-(Methoxyimino)propyl)pyrimidin-2-yl)cyclopropanesulfonamide